4-ethyl-8-fluoro-4-[3-(3-fluoro-5-methoxy-4-pyridyl)phenyl]-7,7-dimethyl-2,9-bis(2-trimethylsilylethoxymethyl)-6,8-dihydropyrazolo[3,4-b]quinolin-5-one C(C)C1(C=2C(N(C=3C(C(CC(C13)=O)(C)C)F)COCC[Si](C)(C)C)=NN(C2)COCC[Si](C)(C)C)C2=CC(=CC=C2)C2=C(C=NC=C2OC)F